(2Z)-3-(4-hydroxy-3-methoxyphenyl)prop-2-enoate OC1=C(C=C(C=C1)\C=C/C(=O)[O-])OC